(S)-2-amino-N1,N5-bis(2-(((2S,3S,4S,5S,6R)-3,4,5-trihydroxy-6-(hydroxymethyl)tetrahydro-2H-pyran-2-yl)oxy)ethyl)pentanediamide N[C@H](C(=O)NCCO[C@H]1O[C@@H]([C@H]([C@@H]([C@@H]1O)O)O)CO)CCC(=O)NCCO[C@H]1O[C@@H]([C@H]([C@@H]([C@@H]1O)O)O)CO